1-ethyl-5-(1-methyl-3-{[4-(3-methylquinolin-2-yl)benzyl]oxy}-1H-pyrazol-4-yl)pyridin-2(1H)-one C(C)N1C(C=CC(=C1)C=1C(=NN(C1)C)OCC1=CC=C(C=C1)C1=NC2=CC=CC=C2C=C1C)=O